(1R,2S,5S)-3-(7-Fluoro-4-methoxy-1H-indole-2-carbonyl)-6,6-dimethyl-N-((S)-1-oxo-3-((S)-2-oxopyrrolidin-3-yl)propan-2-yl)-3-azabicyclo[3.1.0]hexane-2-carboxamide FC=1C=CC(=C2C=C(NC12)C(=O)N1[C@@H]([C@H]2C([C@H]2C1)(C)C)C(=O)N[C@H](C=O)C[C@H]1C(NCC1)=O)OC